ethoxychroman-4-one C(C)OC1OC2=CC=CC=C2C(C1)=O